C5-cyclopentylpyridine-2-carbohydrazide C1(CCCC1)C=1C=CC(=NC1)C(=O)NN